N-(2-(2,6-dioxopiperidin-3-yl)-1,3-dioxoisoindolin-5-yl)-2-methoxybenzenesulfonamide O=C1NC(CCC1N1C(C2=CC=C(C=C2C1=O)NS(=O)(=O)C1=C(C=CC=C1)OC)=O)=O